CN1N=CC(=C1)C=1C=C(C=2N(C1)N=CC2C#N)C=2C=NC(=CC2)N2CCN(CC2)C(=O)C2=C(CCC2)C 6-(1-methyl-1H-pyrazol-4-yl)-4-(6-(4-(2-methylcyclopent-1-ene-1-carbonyl)piperazin-1-yl)pyridin-3-yl)pyrazolo[1,5-a]pyridine-3-carbonitrile